Sodium (2S,SR)-2-(dichloromethyl)-7-oxo-1,6-diazabicyclo[3.2.1]octan-6-yl sulfate S(=O)(=O)(ON1[C@H]2CC[C@H](N(C1=O)C2)C(Cl)Cl)[O-].[Na+] |&1:5|